3-Fluoro-N-methyl-5-((1-oxo-6-(5-(trifluoromethyl)-1H-pyrazol-4-yl)-2,7-naphthyridin-2(1H)-yl)methyl)benzamide FC=1C=C(C(=O)NC)C=C(C1)CN1C(C2=CN=C(C=C2C=C1)C=1C=NNC1C(F)(F)F)=O